[Na].C(C1=CC=CC=C1)OC(=O)C=1N(C=CC1C=1C=NC(=CC1)N)S(NC(=O)OCC1=CC=CC=C1)(=O)=O 3-(6-amino-3-pyridinyl)-1-(benzyloxycarbonyl-sulfamoyl)pyrrole-2-carboxylic acid benzyl ester sodium salt